2-(2,6-dioxopiperidin-3-yl)-5-(4-hydroxy-1-(2-methoxy-6,7-dihydro-5H-cyclopenta[b]pyridin-5-yl)piperidin-4-yl)isoindoline-1,3-dione O=C1NC(CCC1N1C(C2=CC=C(C=C2C1=O)C1(CCN(CC1)C1CCC2=NC(=CC=C21)OC)O)=O)=O